BrC=1C=C2C(=NC(=NC2=C(C1C1=CC=CC=2SC(=C(C21)C#N)NC)F)Cl)O {[4-(6-bromo-2-chloro-8-fluoro-4-hydroxyquinazoline-7-yl)-3-cyanobenzo[b]thiophen-2-yl]amino}methane